C(C)C(CC(C(=O)O)(O)C)CCCC.C(C(O)C)(=O)OCC(CCCC)CC 2-ethylhexyl lactate (2-ethylhexyl lactate)